FC1=C(C=CC=C1C1=C2C(=NC=C1)N=CN2)N(C=2C(=NN(C2C)C)C)C N-(2-fluoro-3-(1H-imidazo[4,5-b]pyridin-7-yl)phenyl)-N,1,3,5-tetramethyl-1H-pyrazol-4-amine